C1(=CC=CC=C1)[B-](C1=CC=CC=C1)(C1=CC=CC=C1)C1=CC=CC=C1.C1(CCCCC1)[PH+](C1=CC(=CC(=C1)C(C)C)C(C)C)C1CCCCC1 dicyclohexyl-(3,5-diisopropylphenyl)phosphonium tetraphenylborate